Cl.[Cl-].[Zn+2].CN(C=1C=CC2=CC3=CC=C(C=C3N=C2C1)N(C)C)C.[Cl-] 3,6-bis(dimethylamino)acridine zinc chloride hydrochloride